C(CCCCCCCC=CCCCCCCCC)(=O)N[C@@H]([C@@H](C)CC)C(=O)O N-(9-octadecenoyl)isoleucine